(4-(3-bromophenyl)-1-(phenylsulfonyl)butyl)dimethyl-(phenyl)germane BrC=1C=C(C=CC1)CCCC(S(=O)(=O)C1=CC=CC=C1)[Ge](C1=CC=CC=C1)(C)C